[4-(2,6-dichlorobenzenesulfonyl)-1-piperazinecarbonyl]Benzoic acid ClC1=C(C(=CC=C1)Cl)S(=O)(=O)N1CCN(CC1)C(=O)C1=C(C(=O)O)C=CC=C1